3-[6-chloro-3-methyl-1H-pyrrolo[3,2-c]pyridin-2-yl]-2-methoxypyridine ClC1=CC2=C(C=N1)C(=C(N2)C=2C(=NC=CC2)OC)C